3-(2-chloro-5-(trifluoromethyl)pyrimidin-4-yl)-7-methoxy-1H-indole ClC1=NC=C(C(=N1)C1=CNC2=C(C=CC=C12)OC)C(F)(F)F